tert-Butyl 8-bromo-2-cyano-2-methyl-2,3-dihydro-4H-benzo[b][1,4]oxazine-4-carboxylate BrC1=CC=CC2=C1OC(CN2C(=O)OC(C)(C)C)(C)C#N